isopropyl 4-(3,3-dimethyl-5-(prop-1-yn-1-yl)-2,3-dihydro-1H-pyrrolo[3,2-b]pyridin-1-yl)-2-((4-(3,4-dimethylpiperazin-1-yl)-2-methoxy-5-nitrophenyl)amino)pyrimidine-5-carboxylate CC1(CN(C=2C1=NC(=CC2)C#CC)C2=NC(=NC=C2C(=O)OC(C)C)NC2=C(C=C(C(=C2)[N+](=O)[O-])N2CC(N(CC2)C)C)OC)C